N1C(=CC2=CC=CC=C12)C(=O)N1CC2=C(CC1)ON=C2C(=O)N(C2(CC2)C=2N=COC2)C 5-(1H-indole-2-carbonyl)-N-methyl-N-[1-(1,3-oxazol-4-yl)cyclopropyl]-4H,5H,6H,7H-[1,2]oxazolo[4,5-c]pyridine-3-carboxamide